[1-[1-methyl-4-(trifluoromethyl)imidazol-2-yl]-4-piperidyl]methanol CN1C(=NC(=C1)C(F)(F)F)N1CCC(CC1)CO